cerium (4+) bis(nitric acid) [N+](=O)(O)[O-].[N+](=O)(O)[O-].[Ce+4]